NCC(=O)N1C(C=2N(CC1)C(=C(N2)C2=CC=C(C=C2)F)NC2=CC(=C(C=C2)Cl)Cl)(C)C 2-amino-1-(3-((3,4-dichlorophenyl)amino)-2-(4-fluorophenyl)-8,8-dimethyl-5,6-dihydroimidazo[1,2-a]pyrazin-7(8H)-yl)ethan-1-one